Dimethyl-amine hydrochloride Cl.CNC